C1=CC(=C(C(=C1[N+](=O)[O-])Cl)F)Cl 2,4-Dichloro-3-fluoronitrobenzene